4-oxo-4-(pyrrolidin-1-yl)butyric acid O=C(CCC(=O)O)N1CCCC1